2-Morpholinoethyl 5-[[2,5-dihydroxy-4-[[4-hydroxy-3-(2-morpholinoethoxycarbonyl) phenyl] carbamoyl] benzoyl] amino]-2-hydroxybenzoate OC1=C(C(=O)NC=2C=CC(=C(C(=O)OCCN3CCOCC3)C2)O)C=C(C(=C1)C(NC1=CC(=C(C=C1)O)C(=O)OCCN1CCOCC1)=O)O